Tert-butyl(3-(4-(cyclohexylcarbamoyl)oxazol-2-yl)phenyl)carbamate C(C)(C)(C)OC(NC1=CC(=CC=C1)C=1OC=C(N1)C(NC1CCCCC1)=O)=O